2-butyl-1-(4-methoxybenzyl)-7-(prop-1-en-2-yl)-1H-imidazo[4,5-d]pyridazin-4-amine C(CCC)C1=NC=2C(=C(N=NC2N)C(=C)C)N1CC1=CC=C(C=C1)OC